NC(CCC(C(C)C)N1CC2(C1)CN(CC2)C=2N=CN=NC2OC2=C(C(=O)N(C(C)C)CC)C=C(C=C2)F)(C)C (-)-2-((5-(2-(6-Amino-2,6-dimethylhept-3-yl)-2,6-diazaspiro[3.4]oct-6-yl)-1,2,4-triazin-6-yl)oxy)-N-ethyl-5-fluoro-N-isopropylbenzamide